1-((8-((3'-(3-guanidinopropoxy)-2,2'-dimethyl-[1,1'-biphenyl]-3-yl)amino)-1,7-naphthyridin-3-yl)methyl)piperidine-2-acetic acid N(C(=N)N)CCCOC=1C(=C(C=CC1)C1=C(C(=CC=C1)NC=1N=CC=C2C=C(C=NC12)CN1C(CCCC1)CC(=O)O)C)C